N1C=CC=C(C2=C1C=CC=C2)O 1H-1-benzazepin-5-ol